NC=1C=2N(C=C(N1)C(=O)N1CC(C1)(F)F)C(=CN2)C=2C=C1CN(C(C1=C(C2)S(=O)(=O)C)=O)[C@@H](C)C2CC2 (S)-5-(8-Amino-6-(3,3-difluoroazetidine-1-carbonyl)imidazo[1,2-a]pyrazin-3-yl)-2-(1-cyclopropylethyl)-7-(methylsulfonyl)isoindolin-1-one